ClC=1C(=C(C(=CC1N1CC(CC1)(CN(C)C)C(C)(F)F)F)S(=O)(=O)NC1=NC(=CC=C1)F)F 3-chloro-4-[3-(1,1-difluoroethyl)-3-[(dimethylamino)methyl]pyrrolidin-1-yl]-2,6-difluoro-N-(6-fluoro-2-pyridyl)benzenesulfonamide